19-(docosa-13-enoyloxy)-nonadecanoic acid C(CCCCCCCCCCCC=CCCCCCCCC)(=O)OCCCCCCCCCCCCCCCCCCC(=O)O